tert-butyl 4-(butyryl-2,2-d2)piperidine-1-carboxylate C(C(CC)([2H])[2H])(=O)C1CCN(CC1)C(=O)OC(C)(C)C